2-(4-chloro-5-((4-methoxybenzyl)amino)-6-oxopyridazin-1(6H)-yl)-N-(4-methyl-3-(N-(2-(pyridin-2-yl)ethyl)sulfamoyl)phenyl)acetamide ClC=1C=NN(C(C1NCC1=CC=C(C=C1)OC)=O)CC(=O)NC1=CC(=C(C=C1)C)S(NCCC1=NC=CC=C1)(=O)=O